(methyl-d3)-6'-(pyrimidin-2-yl)-3',4'-dihydro-1'H-spiro[pyrrolidine-3,2'-[1,8]naphthyridine]-1-carboxylic acid tert-butyl ester C(C)(C)(C)OC(=O)N1CC2(N(C3=NC=C(C=C3CC2)C2=NC=CC=N2)C([2H])([2H])[2H])CC1